3-(4-(2-amino-4-chlorophenyl)-3-(4-chlorophenyl)piperazin-1-yl)-3-oxopropanoic acid NC1=C(C=CC(=C1)Cl)N1C(CN(CC1)C(CC(=O)O)=O)C1=CC=C(C=C1)Cl